C1(CC1)NC1=CC=C(C(=N1)F)C1=NN(C=C1C(=O)N[C@@H]1C(NC2=C(C(=N1)C1=CC=CC=C1)C=CC=C2F)=O)CC 3-[6-(Cyclopropylamino)-2-fluoropyridin-3-yl]-1-ethyl-N-[(3S)-9-fluoro-2-oxo-5-phenyl-1,3-dihydro-1,4-benzodiazepin-3-yl]pyrazole-4-carboxamide